3-[[7-[1-(azetidin-3-yl)-6-chloro-3,4-dihydro-2H-quinolin-8-yl]thieno[3,2-b]pyridin-2-yl]methyl]-1-(2-methoxyethyl)pyrimidine-2,4-dione N1CC(C1)N1CCCC2=CC(=CC(=C12)C1=C2C(=NC=C1)C=C(S2)CN2C(N(C=CC2=O)CCOC)=O)Cl